NN1N=CC=2C(=NC=C(C21)C(=O)NC2CC2)C2=CC=C(C=C2)CNC(C2=C(C=CC(=C2)F)OC)=O amino-N-cyclopropyl-4-(4-((5-fluoro-2-methoxybenzoylamino)methyl)phenyl)-1H-pyrazolo[4,3-c]pyridine-7-carboxamide